O=C1N(C(C=C1)=O)CCNC(=O)C1=CC=C2C(OC3(C4=C(C=C(C=C4)O)[Si]4(CCCCC4)C4=C3C=CC(=C4)O)C2=C1)=O N-(2-(2,5-dioxo-2,5-dihydro-1H-pyrrol-1-yl)ethyl)-3',7'-dihydroxy-3-oxo-3H-dispiro[isobenzofuran-1,10'-dibenzo[b,e]siline-5',1''-silinane]-6-carboxamide